2-(4-trifluoromethoxybenzylamino)-2-phenylacetic acid FC(OC1=CC=C(CNC(C(=O)O)C2=CC=CC=C2)C=C1)(F)F